C(C)(C)(C)OC(=O)N1N=C(C=C1C)C 3,5-dimethyl-1H-pyrazole-1-carboxylic acid tert-butyl ester